COC(=O)C1(CC1)NC(=O)OCC[Si](C)(C)C 1-(2-trimethylsilyl-ethoxycarbonylamino)-cyclopropanecarboxylic acid methyl ester